6-cyclopropyl-3-(4-fluoro-2-methyl-phenoxy)-5-methyl-N-[(methylsulfonyl)phenyl]pyridazine-4-carboxamide C1(CC1)C1=C(C(=C(N=N1)OC1=C(C=C(C=C1)F)C)C(=O)NC1=C(C=CC=C1)S(=O)(=O)C)C